1-[(3,5-dichlorophenyl)methyl]-1H-pyrazole-5-carboxylic acid ClC=1C=C(C=C(C1)Cl)CN1N=CC=C1C(=O)O